COC=1C=C(CN(C(CCCC(=O)N(CC=2SC=CC2)CC=2SC=CC2)=O)CC=2SC=CC2)C=CC1 N-(3-methoxybenzyl)-N,N',N'-tris(2-thienylmethyl)pentanediamide